3-(2-benzyl-7-phenylisoindolin-5-yl)-5-methyl-1,2,4-oxadiazole C(C1=CC=CC=C1)N1CC2=C(C=C(C=C2C1)C1=NOC(=N1)C)C1=CC=CC=C1